O1[C@H](COC2=C1C=CC=C2)C2=CC=C(CN1CCC(CC1)C1=NN=NN1)C=C2 1-{4-[(2S)-2,3-dihydro-1,4-benzodioxin-2-yl]benzyl}-4-(1H-tetrazol-5-yl)piperidine